pyridin-2-ylmethyl (tert-butoxycarbonyl)-L-alaninate C(C)(C)(C)OC(=O)N[C@@H](C)C(=O)OCC1=NC=CC=C1